C1(CC1)OC[C@@H](C(=O)O)N(C(=O)OC)C1C2=CC=CC=C2C=2C=CC=CC12 (2S)-3-cyclopropyloxy-2-(9H-fluoren-9-yl-methoxycarbonyl-amino)propanoic acid